5-(3-fluoro-5-Methylphenyl)pyridin-2-ol FC=1C=C(C=C(C1)C)C=1C=CC(=NC1)O